C(=O)C1(CCC2=CC=C(C=C12)C(=O)O)C 3-formyl-3-methyl-indane-5-carboxylic acid